FC(CN1N=C(C=2C1=NC(=CN2)N2CC1(CN(C1)C1=CC(=NC=C1)C(F)(F)F)CC2)CC)F 1-(2,2-difluoroethyl)-3-ethyl-6-(2-(2-(trifluoromethyl)pyridin-4-yl)-2,6-diazaspiro[3.4]octan-6-yl)-1H-pyrazolo[3,4-b]pyrazine